S(C#N)CSC=1SC2=C(N1)C=CC=C2 2-thiocyanomethylthiobenzo-thiazole